C[C@@H]1N(CCC(C1)=O)C(=O)OC(C)(C)C tert-butyl (2S)-2-methyl-4-oxo-piperidine-1-carboxylate